FC=1C=C(C=CC1S(N)(=O)=O)C(C(=O)OCC)(C)C ethyl 2-(3-fluoro-4-sulfamoylphenyl)-2-methylpropanoate